COC1=CC(=C2C(=N1)SC(=N2)C2=C1N=CC(=NC1=CC(=C2)C)OC)C(C(C)(C)C)O 1-(5-methoxy-2-(2-methoxy-7-methylquinoxalin-5-yl)thiazolo[5,4-b]pyridin-7-yl)-2,2-dimethylpropan-1-ol